18α-OLEANANE C[C@@]12CC[C@@]3([C@@H]([C@H]1CC(CC2)(C)C)CC[C@H]4[C@]3(CC[C@@H]5[C@@]4(CCCC5(C)C)C)C)C